BrC1=C(C(=NC=C1)F)I 4-bromo-2-fluoro-3-iodo-pyridine